(7-cyclopropyl-5-methyl-1H-indazol-3-yl)-4-fluorobenzamide C1(CC1)C=1C=C(C=C2C(=NNC12)C1=C(C(=O)N)C=CC(=C1)F)C